C1(CCCCC1)CCCCNC(=O)C=1N=C(OC1)C1C(C2CCC1O2)CC2=C(OCC(=O)O)C=CC=C2 [2-[[3-[4-[[(4-cyclohexyl-butyl)amino]carbonyl]-2-oxazolyl]-7-oxabicyclo[2.2.1]hept-2-yl]methyl]phenoxy]acetic acid